C1(CC1)CNC=1C(=C(C(=O)NC2=C(C=C(C=C2Br)C(C(F)(F)F)(C(F)(F)F)F)Br)C=CC1)F 3-[(cyclopropylmethyl)amino]-N-[2,6-dibromo-4-(1,1,1,2,3,3,3-heptafluoroprop-2-yl)phenyl]-2-fluorobenzamide